FC1=CC(=C(C=C1)[C@H]1O[C@@H]1C)C (2R,3R)-2-(4-fluoro-2-methylphenyl)-3-methyloxirane